C(C1=CC=CC=C1)OC1N=C2N(C(=C(C=3N=C(N=CC32)SC)F)Cl)C1 (benzyloxy)-5-chloro-6-fluoro-8-(methylsulfanyl)-2,3-dihydroimidazo[1',2':1,2]pyrido[4,3-d]pyrimidine